chlorine (methoxymethyl)triphenyl-phosphine COCC1=C(C=CC=C1)P(C1=CC=CC=C1)C1=CC=CC=C1.[Cl]